3-(3,5-bis(trifluoromethyl)phenyl)-1-(1-methyl-4-nitro-1H-imidazol-2-yl)-1H-1,2,4-triazole FC(C=1C=C(C=C(C1)C(F)(F)F)C1=NN(C=N1)C=1N(C=C(N1)[N+](=O)[O-])C)(F)F